5-chloro-2-{[(3-methyloxolan-3-yl)amino]methyl}-7,8-dihydro-6H-spiro[[1,3]oxazolo[5,4-f]quinazoline-9,1'-cyclohexan]-7-one ClC=1C=C2C(=C3C1NC(NC31CCCCC1)=O)OC(=N2)CNC2(COCC2)C